1-(5-benzyl-pyrimidin-2-yl)-N1-methyl-N2-(6-(1-methyl-1H-pyrazol-4-yl)pyrazolo[1,5-a]pyridin-3-yl)ethane-1,2-diamine C(C1=CC=CC=C1)C=1C=NC(=NC1)C(CNC=1C=NN2C1C=CC(=C2)C=2C=NN(C2)C)NC